2-(2,6-dioxo-3-piperidyl)-5-(5-hydroxypentylamino)isoindoline-1,3-dione O=C1NC(CCC1N1C(C2=CC=C(C=C2C1=O)NCCCCCO)=O)=O